trifluorophosphine nickel [Ni].FP(F)F